2-((1r,3r)-3-aminocyclopentyl)-4-chlorobenzonitrile N[C@H]1C[C@@H](CC1)C1=C(C#N)C=CC(=C1)Cl